C(C)OC1=C(C(=CC(=C1)CN1CCN(CC1)S(=O)(=O)C1=CC=C(C(=O)O)C=C1)OCC)C1=CC=C(C=C1)F 4-((4-((2,6-diethoxy-4'-fluoro-[1,1'-biphenyl]-4-yl)methyl)piperazin-1-yl)sulfonyl)benzoic acid